ClC1=NC=CC(=C1)OCC1CN(C1)C1=NC=NC2=C1SC=1N=NC(=C(C12)C)C 8-[3-[(2-chloro-4-pyridyl)oxymethyl]azetidin-1-yl]-3,4-dimethyl-pyrimido[4',5':4,5]thieno[2,3-c]pyridazine